N-cyclopropyl-5-(4-((3-ethyl-2-oxo-4-thioxo-1,2,3,4-tetrahydroquinazolin-7-yl)methyl)piperazin-1-yl)-6-methylpicolinamide C1(CC1)NC(C1=NC(=C(C=C1)N1CCN(CC1)CC1=CC=C2C(N(C(NC2=C1)=O)CC)=S)C)=O